CS(=O)(=O)N1CC2(CN(C2)C=O)C1 (6-(methylsulfonyl)-2,6-diazaspiro[3.3]heptan-2-yl)methanone